C(C)(C)(C)OC(=O)N1CCC(CC1)OC1=CC(=C(C(=C1)F)Br)F 4-(4-bromo-3,5-difluorophenoxy)piperidine-1-carboxylic acid tert-butyl ester